C1(CC1)N1C(C(=CC=C1)C1=C(N=C2N1C=C(C(=N2)OC(C)C)C(=O)N)C21COC(CC2)(C1)CC)=O (1-cyclopropyl-2-oxo-1,2-dihydropyridin-3-yl)-2-(1-ethyl-2-oxabicyclo[2.2.1]hept-4-yl)-7-isopropoxyimidazo[1,2-a]pyrimidine-6-carboxamide